FC=1C=C(C=CC1)[C@H](CNC(CC1CCC(CC1)C(=O)OC)(C)C)O methyl (1R,4r)-4-{2-[(R)-2-(m-fluorophenyl)-2-hydroxyethylamino]-2-methylpropyl}cyclohexanecarboxylate